C1(CC=CCC1)C=1OCCN1 2-(3-cyclohexen-1-yl)-4,5-dihydrooxazole